(2-((5-bromo-[1,2,4]triazolo[4,3-c]pyrimidin-8-yl)oxy)ethyl)morpholine BrC1=NC=C(C=2N1C=NN2)OCCN2CCOCC2